C(C)(C)(C)OC(=O)N1[C@@H](CCC1)C=1NC(=C(N1)C1=CC=C(C=C1)C(NC1=NC=CC(=C1)C(F)(F)F)=O)C(=O)OCC (S)-ethyl 2-(1-(tert-butoxycarbonyl) pyrrolidin-2-yl)-4-(4-((4-(trifluoromethyl) pyridin-2-yl) carbamoyl) phenyl)-1H-imidazole-5-carboxylate